3-(3-methoxybenzyl-aminoethyl)-1H-indole COC=1C=C(CC(CC2=CNC3=CC=CC=C23)N)C=CC1